(2-(tert-butoxycarbonyl)cyclopropyl)benzoic acid C(C)(C)(C)OC(=O)C1C(C1)C1=C(C(=O)O)C=CC=C1